ClC=1C=C(C2=C(OCCN(S2(=O)=O)[C@@H]([C@H](C)C2=C(C(=CC=C2F)C)C)C=2OC(NN2)=O)C1)C(=O)N 7-chloro-2-((1S,2R)-2-(6-fluoro-2,3-dimethylphenyl)-1-(5-oxo-4,5-dihydro-1,3,4-oxadiazol-2-yl)propyl)-3,4-dihydro-2H-benzo[b][1,4,5]oxathiazepine-9-carboxamide 1,1-dioxide